(R)-3-(3-fluoro-4-(2,2,2-trifluoroethoxy)benzyl)-1-(4-fluorobenzyl)-1-((1-methylpyrrolidin-3-yl)methyl)urea FC=1C=C(CNC(N(C[C@H]2CN(CC2)C)CC2=CC=C(C=C2)F)=O)C=CC1OCC(F)(F)F